FC(C=1C=C(COCC2OCC2)C=C(C1)C(F)(F)F)(F)F 3,5-bis(trifluoromethyl)benzyloxymethyl-oxetane